BrCCO[C@H]1CN(C[C@@H]1O)C(=O)OCC1=CC=CC=C1 benzyl (3S,4S)-3-(2-bromoethoxy)-4-hydroxypyrrolidine-1-carboxylate